Glycidoxymethyltrisilane C(C1CO1)OC[SiH2][SiH2][SiH3]